CN(C)CN1N=CC=N1 2-((dimethylamino)methyl)-2H-1,2,3-triazole